ClC1=NC=C(C(=C1)C1=C(C=NC(=C1)C)C(=O)NC=1SC2=C(N1)CN(C2)C(C2=C(N=CC(=C2)C)C)=O)OC 2'-chloro-N-(5-(2,5-dimethylnicotinoyl)-5,6-dihydro-4H-pyrrolo[3,4-d]thiazol-2-yl)-5'-methoxy-6-methyl-[4,4'-bipyridine]-3-carboxamide